(phenylsulfonyl)leucine C1(=CC=CC=C1)S(=O)(=O)N[C@@H](CC(C)C)C(=O)O